ethyl (Z)-2-(6-(ethyl((3-(trifluoromethyl)phenyl)selanyl)amino)-3-(ethylimino)-2,7-dimethyl-3H-xanthen-9-yl)benzoate C(C)N(C=1C=C2OC3=C/C(/C(=CC3=C(C2=CC1C)C1=C(C(=O)OCC)C=CC=C1)C)=N/CC)[Se]C1=CC(=CC=C1)C(F)(F)F